(R)-3-((R)-2-(3-fluoro-4-phosphonophenyl)-2-(pyrimidine-5-carboxamido)acetamido)-2-hydroxy-3,4-dihydro-2H-benzo[e][1,2]oxaborinine-8-carboxylic acid FC=1C=C(C=CC1P(=O)(O)O)[C@H](C(=O)N[C@@H]1B(OC2=C(C1)C=CC=C2C(=O)O)O)NC(=O)C=2C=NC=NC2